C(C)(=O)O[C@@H]1COCC[C@H]1NC1=NC=C(C(=N1)C1=C(C=C2C(C=C(N(C2=C1)C(C)C)CN1C[C@@H](CC1)F)=O)F)F (3S,4R)-4-((5-fluoro-4-(6-fluoro-2-(((R)-3-fluoropyrrolidin-1-yl)methyl)-1-isopropyl-4-oxo-1,4-dihydroquinolin-7-yl)pyrimidin-2-yl)amino)tetrahydro-2H-pyran-3-yl acetate